perfluoro-3,6,9,12-tetraoxahexadecan-1-ol FC(C(OC(C(OC(C(OC(C(OC(C(C(C(F)(F)F)(F)F)(F)F)(F)F)(F)F)(F)F)(F)F)(F)F)(F)F)(F)F)(F)F)(O)F